N1=C(N=CC=C1)C#CC=1C=C(C(=O)NC2=CC=C(C=C2)C(F)(F)F)C=CC1 3-(2-pyrimidin-2-ylethynyl)-N-[4-(trifluoromethyl)phenyl]benzamide